azo-nickel N(=N[Ni])[Ni]